FC1=C(C=CC(=C1)F)[C@@](CN1N=NN=C1)([C@H](C#C)C)O (2R,3S)-2-(2,4-difluorophenyl)-3-methyl-1-(1H-tetrazol-1-yl)-4-pentyn-2-ol